NC1=C2C(=NC=N1)N(N=C2C2=CC=C(C=C2)OC2=C(C(=CC=C2)OC)F)C2CC(CC2)O 3-(4-amino-3-(4-(2-fluoro-3-methoxyphenoxy)phenyl)-1H-pyrazolo[3,4-d]pyrimidin-1-yl)cyclopentan-1-ol